CN(CCOCCCN1CCN(CC1)C1=CC=C(C=N1)C#N)C=1C=NNC(C1C(F)(F)F)=O 6-[4-[3-(2-[Methyl[6-oxo-5-(trifluoromethyl)-1,6-dihydropyridazin-4-yl]amino]ethoxy)propyl]piperazin-1-yl]pyridine-3-carbonitrile